(2S)-Isopropyl 2-(((4-(aminomethyl)-5-hydroxy-6-methylpyridin-3-yl)methoxy)(naphthalen-1-yloxy)phosphorylamino)propanoate NCC1=C(C=NC(=C1O)C)COC1=C(C2=CC=CC=C2C=C1)OP(=O)=N[C@H](C(=O)OC(C)C)C